4-(4-((R)-3-aminopiperidin-1-yl)-6-chloro-8-fluoro-2-(((S)-1-methylpyrrolidin-2-yl)methoxy)quinazolin-7-yl)benzo[d]thiazol-2-amine N[C@H]1CN(CCC1)C1=NC(=NC2=C(C(=C(C=C12)Cl)C1=CC=CC2=C1N=C(S2)N)F)OC[C@H]2N(CCC2)C